N,N'-bis(1-naphthyl)-N,N'-bis(phenyl)benzidine C1(=CC=CC2=CC=CC=C12)N(C1=CC=C(C=C1)C1=CC=C(N(C2=CC=CC=C2)C2=CC=CC3=CC=CC=C23)C=C1)C1=CC=CC=C1